Methyl 4-amino-5-(4-cyano-1-methyl-1H-pyrazol-5-yl)-2-fluorobenzoate NC1=CC(=C(C(=O)OC)C=C1C1=C(C=NN1C)C#N)F